(6aS,10aR)-3-icosyl-6,6,9-trimethyl-6a,7,8,10a-tetrahydro-6H-benzo[c]chromen-1-ol C(CCCCCCCCCCCCCCCCCCC)C=1C=C(C=2[C@H]3[C@@H](C(OC2C1)(C)C)CCC(=C3)C)O